CN(C1=C2NC=NC2=NC=N1)C N,N-dimethyladenine